N=1N=CN(C1)CCO 2-(4H-1,2,4-triazol-4-yl)ethan-1-ol